BrC1=C(C=CC(=C1)C(C)C)C1=C(C(=CC(=C1)C(C)(C)C)C12CC3CC(CC(C1)C3)C2)OCOC (3r,5r,7r)-1-(2'-bromo-5-(tert-butyl)-4'-isopropyl-2-(methoxymethoxy)-[1,1'-biphenyl]-3-yl)adamantane